NCCC(C(=O)O)(C)C 4-amino-2,2-dimethyl-butanoic acid